para-methyl-aminophenol CC1=CC(=C(C=C1)O)N